methyl 4-((3'-fluoro-5'-methoxy-[1,1'-biphenyl]-4-yl) methyl)-2-methyl-4H-thieno[3,2-b]pyrrole-3-carboxylate FC=1C=C(C=C(C1)OC)C1=CC=C(C=C1)CN1C2=C(C=C1)SC(=C2C(=O)OC)C